3,4-Dimethoxy-N-(2-[(2-morpholin-4-ylethyl)carbamoyl]phenyl)benzamid COC=1C=C(C(=O)NC2=C(C=CC=C2)C(NCCN2CCOCC2)=O)C=CC1OC